O[C@@](C)(CCCCCC)[C@H]1CC[C@H]2[C@@H]3C[C@@H]([C@H]4C[C@H](CC[C@@]4([C@H]3CC[C@]12C)C)O)O (3S,5S,6S,8R,9S,10R,13S,14S,17S)-17-((S)-2-hydroxyoctan-2-yl)-10,13-dimethylhexadecahydro-1H-cyclopenta[a]phenanthrene-3,6-diol